INDAZOLE-3-BORONIC ACID N1N=C(C2=CC=CC=C12)B(O)O